ClC1=CC=C(C=C1)C=1N=C2N(C=CC=C2)C1CN1CCN(CC1)C(=O)C1=CC(=CC=C1)OC (4-{[2-(4-chlorophenyl)imidazo[1,2-a]pyridin-3-yl]methyl}piperazin-1-yl)(3-methoxyphenyl)methanone